3-fluorobenzeneacetyl-hydrazine FC=1C=C(C=CC1)CC(=O)NN